N[C@@H](CN1C=NN(C1)C=C)C (R)-4-(2-aminopropyl)-1-vinyl-1,2,4-triazol